BrC1=C(C=NC2=CC=C3C(=CC(OC3=C2)=O)C)C(=CC=C1)O 7-((2-bromo-6-hydroxybenzylidene)amino)-4-methyl-coumarin